C(N)(=O)C=1C=C(C=C(C1OC)OC)N1C=NC(=C1)NC1=NN2C(C(=N1)N1[C@@H](CCC1)C(=O)N)=CC=C2 (S)-1-(2-((1-(3-carbamoyl-4,5-dimethoxyphenyl)-1H-imidazol-4-yl)amino)pyrrolo[2,1-f][1,2,4]triazin-4-yl)pyrrolidine-2-carboxamide